2-(4-((5-(hydroxymethyl)-3-(4-methoxy-3-(pentyloxy)phenyl)-2-oxotetrahydropyrimidin-1(2H)-yl)methyl)-3-methoxyphenyl)-N,N-dimethylacetamide OCC1CN(C(N(C1)CC1=C(C=C(C=C1)CC(=O)N(C)C)OC)=O)C1=CC(=C(C=C1)OC)OCCCCC